heptadecan-9-yl 2-(((3-((2-hexyldecyl)oxy)-3-oxopropyl)thio)methyl)-4-((3-morpholinopropyl)amino)-4-oxobutanoate C(CCCCC)C(COC(CCSCC(C(=O)OC(CCCCCCCC)CCCCCCCC)CC(=O)NCCCN1CCOCC1)=O)CCCCCCCC